1-(4-((4-((5-(furan-2-yl)-2-methoxyphenyl)amino)-7-methoxyquinazolin-6-yl)oxy)-2-(trifluoromethyl)piperidin-1-yl)prop-2-en-1-one O1C(=CC=C1)C=1C=CC(=C(C1)NC1=NC=NC2=CC(=C(C=C12)OC1CC(N(CC1)C(C=C)=O)C(F)(F)F)OC)OC